Cl.COC(C(C(CP(=O)(C1=CC=CC=C1)C1=CC=CC=C1)N)C)=O 3-amino-4-(diphenylphosphoryl)-2-methylbutanoic acid methyl ester hydrochloride